1-(4-chloro-2-methoxyphenyl)-2,2-dihydroxy-ethanone ClC1=CC(=C(C=C1)C(C(O)O)=O)OC